tert-butyl (R)-4-(6-bromopyridin-2-yl)-2-methylpiperazine-1-carboxylate BrC1=CC=CC(=N1)N1C[C@H](N(CC1)C(=O)OC(C)(C)C)C